ClC1=C(C=C(C=C1)C1=CN(C(C(=C1)C(F)(F)F)=O)C(C)C)CC(C(=O)NC1=CC=C(C=C1)C1=NN=CN1C)NC(=O)C=1N(N=CC1)C N-[1-[[2-chloro-5-[1-isopropyl-6-oxo-5-(trifluoromethyl)-3-pyridyl]phenyl]methyl]-2-[4-(4-methyl-1,2,4-triazol-3-yl)anilino]-2-oxo-ethyl]-2-methyl-pyrazole-3-carboxamide